S(N)(=O)(=O)C1=NC=CC(=C1)NC(=O)C=1C(=NC=C(C1)C(F)(F)F)N1CC2=C(C=CC=C2CC1)C(F)(F)F N-(2-sulfamoyl-4-pyridyl)-5-(trifluoromethyl)-2-[8-(trifluoromethyl)-3,4-dihydro-1H-isoquinolin-2-yl]pyridine-3-carboxamide